C(CCCC)C1CCC(CC1)C1CCC(CC1)CO[C@@H]1CC[C@H](CC1)CCC 4-amyl-4'-[[(trans-4-propylcyclohexyl)oxy]methyl]-1,1'-bicyclohexane